3-(2,2-Difluoroethyl)-7-((1r,4r)-4-(2-fluoro-6-methylphenyl)cyclohexyl)-5-((3-(trifluoromethyl)pyridin-2-yl)methyl)pyrido[2,3-b]pyrazin-6(5H)-one FC(CC1=CN=C2C(=N1)N(C(C(=C2)C2CCC(CC2)C2=C(C=CC=C2C)F)=O)CC2=NC=CC=C2C(F)(F)F)F